2-Chloro-4-(8-(2-fluoro-4-(2-oxo-7-azaspiro[3.5]nonane-7-carbonyl)phenyl)-3-methyl-2,8-diazaspiro[4.5]decan-2-yl)benzonitrile ClC1=C(C#N)C=CC(=C1)N1CC2(CC1C)CCN(CC2)C2=C(C=C(C=C2)C(=O)N2CCC1(CC(C1)=O)CC2)F